C(C)(C)(C)OC(=O)N1CC2(C1)N(CCOC2)C.CN2C1(CNC1)COCC2 5-Methyl-8-oxa-2,5-diazaspiro[3.5]nonane Tert-butyl-5-methyl-8-oxa-2,5-diazaspiro[3.5]nonane-2-carboxylate